((2-((4-(cyclohexyloxy)-2-methylene-4-oxobutanoyl)oxy)ethyl)sulfonyl)propanoic acid C1(CCCCC1)OC(CC(C(=O)OCCS(=O)(=O)C(C(=O)O)C)=C)=O